CC=1C(=C(C=C(C1)C(F)(F)F)O)C1=CC2=C(N=N1)N(CC2)C[C@H](C(F)(F)F)O (R)-3-methyl-2-[7-(3,3,3-trifluoro-2-hydroxy-propyl)-5,6-dihydropyrrolo[2,3-c]pyridazin-3-yl]-5-(trifluoromethyl)phenol